C\C(=C/CC=1C(=C(C(=CC1O)CCCCC)S(=O)(=O)NC1=CC=CC=C1)O)\CCC=C(C)C (E)-3-(3,7-dimethylocta-2,6-dien-1-yl)-2,4-dihydroxy-6-pentyl-N-phenylbenzenesulfonamide